tert-butyl (3S)-4-[6-[(5-bromo-1-methyl-2-oxo-1,2-dihydropyridin-3-yl)amino]pyridin-3-yl]-3-methylpiperazine-1-carboxylate BrC=1C=C(C(N(C1)C)=O)NC1=CC=C(C=N1)N1[C@H](CN(CC1)C(=O)OC(C)(C)C)C